(3R)-N-(7-methoxy-6-{[2-(pyrrolidin-1-yl)ethoxy]methyl}-1H,2H,3H-cyclopenta[b]quinolin-9-yl)piperidin-3-amine COC1=CC=2C(=C3C(=NC2C=C1COCCN1CCCC1)CCC3)N[C@H]3CNCCC3